Cl.N1C(C=NC=C1)=O Pyrazine-2(1H)-one hydrochloride